Tert-butyl-7-{5-amino-6-[(pyridin-4-yl)amino]Pyridin-2-yl}-4,7-diazaspiro[2.5]Octane C(C)(C)(C)C1CC12NCCN(C2)C2=NC(=C(C=C2)N)NC2=CC=NC=C2